C(#N)N1CC2=C(C=C(C=C2C1)CNC(=O)NC)C1=C(C=CC=C1)C#N 1-((2-cyano-7-(2-cyanophenyl)isoindolin-5-yl)methyl)-3-methylurea